C(C)(C)(C)OC(=O)N1CCC(CC1)N1N=C2C(=N1)C=C(C=C2F)C=2C=C(C=1N(N2)C=C(N1)C)C 4-[6-(2,8-dimethylimidazo[1,2-b]pyridazin-6-yl)-4-fluoro-benzotriazol-2-yl]piperidine-1-carboxylic acid tert-butyl ester